azaoxetane N1OCC1